OCC(C=CCCCCCCC(=O)O)CCCCCCCC 10-(hydroxymethyl)octadec-8-enoic acid